(2R)-3-[(1R,3R)-1-[2,6-difluoro-4-[[1-(3-fluoropropyl)azetidin-3-yl]amino]phenyl]-3-methyl-1,3,4,9-tetrahydropyrido[3,4-b]indol-2-yl]-2-methyl-propanoic acid FC1=C(C(=CC(=C1)NC1CN(C1)CCCF)F)[C@H]1N([C@@H](CC2=C1NC1=CC=CC=C21)C)C[C@H](C(=O)O)C